BrC1=CC=C(C=C1)NNC1=CC=C(C=C1)Br 1,2-bis(4-bromophenyl)-hydrazine